CC(COP(=S)(SCC(C(=O)O)C)OCC(C)C)C 3-[[bis(2-methylpropyloxy)thiophosphinyl]thio]-2-methyl-propionic acid